COC(C(C)OC1=CC(=C(C=C1)C1=NC(=NC(=N1)C1=C(C=C(C=C1)C)C)C1=C(C=C(C=C1)C)C)O)=O 2-[4-[4,6-bis(2,4-dimethylphenyl)-1,3,5-triazin-2-yl]-3-hydroxyphenoxy]-propionic acid methyl ester